C(NC1=C(C=CC=C1)C)NC1=C(C=CC=C1)C methylenebis(2-methylaniline)